(4-Fluoro-2-(3-fluorophenyl)pyrrolidin-1-yl)(3-(hydroxymethyl)bicyclo-[1.1.1]pentan-1-yl)methanone FC1CC(N(C1)C(=O)C12CC(C1)(C2)CO)C2=CC(=CC=C2)F